dimethoxybenzoxazole COC1=CC=CC2=C1N=C(O2)OC